methyl-5-methyl-4-oxo-tetrahydrothiophene-3-carboxylic acid methyl ester COC(=O)C1C(SC(C1=O)C)C